FC(OC=1C=CC(=NC1)C1=CC=C(C=C1)C)F 5-(difluoromethoxy)-2-(p-tolyl)pyridine